(+/-)-methyl 5-acetoxyhexanoate CC(CCCC(=O)OC)OC(=O)C